(3S,8aS*)-7-(3-Chloro-2-fluoro-6-(1H-tetrazol-1-yl)phenyl)-N-(3-fluoro-4-(5-oxo-2,5-dihydro-1,2,4-oxadiazol-3-yl)phenyl)-5-oxo-1,2,3,5,8,8a-hexahydroindolizine-3-carboxamide ClC=1C(=C(C(=CC1)N1N=NN=C1)C1=CC(N2[C@@H](CC[C@H]2C1)C(=O)NC1=CC(=C(C=C1)C=1NOC(N1)=O)F)=O)F |o1:19|